[I-].C(C)N(C=1C=C2OC3=CC(C4=C(C3=NC2=CC1)C=CC=[N+]4CCCCCCCCCCCC)=O)CC 9-(diethylamino)-4-dodecyl-5-oxo-5H-pyrido[3,2-a]phenoxazin-4-ium iodide